6-methyl-N,2-diphenyl-7H-pyrrolo[2,3-d]pyrimidin-4-amine CC1=CC2=C(N=C(N=C2NC2=CC=CC=C2)C2=CC=CC=C2)N1